1-(4-methoxyphenyl)-2-(4-(p-tolyl)-1H-1,2,3-triazol-1-yl)ethan-1-one COC1=CC=C(C=C1)C(CN1N=NC(=C1)C1=CC=C(C=C1)C)=O